BrC=1C=C(N(N1)CC1=NNC=C1)C(=O)NC1=C(C=C(C=C1C)Cl)C(N)=O 5-bromo-N-(2-carbamoyl-4-chloro-6-methyl-phenyl)-2-(1H-pyrazol-3-ylmethyl)pyrazole-3-carboxamide